N-(2-bromo-3-fluorophenyl)acetamide BrC1=C(C=CC=C1F)NC(C)=O